C(C)(C)(C)N1CCC(CC1)C=1C=C2C(C(N(C2=CC1)C1=C(C(=CC=C1)Br)C#N)=O)(C)C(C)C tert-butyl-4-(1-(3-bromo-2-cyanophenyl)-3-isopropyl-3-methyl-2-oxoindolin-5-yl)piperidine